4,5-dihydro-2-(1-methylvinyl)-oxazole CC(=C)C=1OCCN1